C(N)(OCCC1=C(C=C(C=C1)N)CS(=O)(=O)C)=O (4-amino-2-((methylsulfonyl) methyl) phenethyl) carbamate